ClC=1C(=CC=C2CN(C(C12)=O)C1C(NC(CC1)=O)=O)OCC 3-(7-chloro-6-ethoxy-1-oxoisoindolin-2-yl)piperidine-2,6-dione